6-(4-((5-Cyclopropyl-1H-pyrazol-3-yl)amino)pyrimidin-2-yl)-2,6-diazaspiro[3.3]heptane-2-carboxylic acid tert-butyl ester C(C)(C)(C)OC(=O)N1CC2(C1)CN(C2)C2=NC=CC(=N2)NC2=NNC(=C2)C2CC2